CC=1C=NN(C1C(F)(F)F)C1CC(C1)O (1r,3r)-3-(4-methyl-5-(trifluoromethyl)-1H-pyrazol-1-yl)cyclobutanol